CC1=CC=C(N=CC2=CC=C(C=C2)C)C=C1 4-methyl-N-(4-methylbenzylidene)aniline